C=1CC(C=CC1)(C1=CC=CC=C1)C1=CC=NC=N1 6-(3,1'-biphenyl-3-yl)pyrimidine